NC([C@H](C[C@H]1C(NC2(CC2)C1)=O)NC(OCC1=CC=CC=C1)=O)=O benzyl N-[(1S)-2-amino-2-oxo-1-[[(6R)-5-oxo-4-azaspiro[2.4]heptan-6-yl]methyl]ethyl]carbamate